(R)-4-((3,4-difluorophenyl)((6-fluoro-8-methyl-4-oxochroman-7-yl)oxy)methyl)benzamide FC=1C=C(C=CC1F)[C@@H](C1=CC=C(C(=O)N)C=C1)OC1=C(C=C2C(CCOC2=C1C)=O)F